C(#N)C1=CC=C(C=C1)N1C(=C(C2=NC=C(C=C21)[C@H](CC(=O)OCC)C)C(CN2CCCCC2)=O)C Ethyl (S)-3-(1-(4-Cyanophenyl)-2-methyl-3-(2-(piperidin-1-yl)acetyl)-1H-pyrrolo[3,2-b]pyridin-6-yl)butanoate